O1[13CH]=CC2=C1C=CC=C2 benzofuran-13C